BrC1=CC=C(C(=N1)Cl)NC([O-])=O (6-bromo-2-chloro-3-pyridyl)carbamate